C(#N)C1(CC1)NC(=O)C1=NC=C(C=C1C)C1=NOC(C1)(C(F)(F)F)C1=CC(=C(C(=C1)Cl)Cl)Cl N-(1-cyanocyclopropyl)-3-methyl-5-(5-(3,4,5-trichlorophenyl)-5-(trifluoromethyl)-4,5-dihydro-isoxazol-3-yl)pyridinecarboxamide